N-(5-(difluoromethoxy)-1H-pyrazol-3-yl)-6-(isoxazol-5-ylmethoxy)pyrazin-2-amine FC(OC1=CC(=NN1)NC1=NC(=CN=C1)OCC1=CC=NO1)F